ClC=1C=CC(=NC1)C1=CC=C(C=2N=C(OC21)N2CC1N(C(C2)C1)C(=O)OC(C)(C)C)OC(C(=O)OCC)(F)F tert-Butyl 3-(7-(5-chloropyridin-2-yl)-4-(2-ethoxy-1,1-difluoro-2-oxoethoxy)benzo[d]oxazol-2-yl)-3,6-diazabicyclo[3.1.1]heptane-6-carboxylate